F[C@H]1C[C@@H](N(C1)C=1C=CC=2N(N1)C(=CN2)C(=O)O)C2=CC(=CC(=C2)SC)F 6-[(2R,4S)-4-fluoro-2-[3-fluoro-5-(methylthio)phenyl]pyrrolidin-1-yl]imidazo[1,2-b]pyridazine-3-carboxylic acid